2-[(4,5-dimethyl-2-furyl)methylidene]-5,5-dimethylcyclohexane-1,3-dione CC=1C=C(OC1C)C=C1C(CC(CC1=O)(C)C)=O